((2R,3S,5R)-5-(6-amino-2-fluoro-9H-purin-9-yl)-2-ethynyl-3-hydroxy-tetra-hydrofuran-2-yl)methyl (1,3-bis(tetradecanoyloxy) propan-2-yl) glutarate C(CCCC(=O)OC(COC(CCCCCCCCCCCCC)=O)COC(CCCCCCCCCCCCC)=O)(=O)OC[C@]1(O[C@H](C[C@@H]1O)N1C2=NC(=NC(=C2N=C1)N)F)C#C